N1CCC2=C1C=CC=N2 2,3-dihydropyrrolopyridine